O(S(=O)(=O)C(F)(F)F)C=1C(=NC=CC1)C 2-methylpyridin-3-yl triflate